C1(CC1)N(C1=CC=C(N=N1)C1=C(C=C(C(=C1)F)C1=NC=NC(=C1)OC)O)C1C([C@@H]2CC[C@H](C1)N2)F 2-(6-(cyclopropyl((1S,5R)-2-fluoro-8-azabicyclo[3.2.1]octan-3-yl)amino)pyridazin-3-yl)-4-fluoro-5-(6-methoxypyrimidin-4-yl)phenol